N-(2-(4-(2-((5-((2-(2,6-dioxopiperidin-3-yl)-1,3-dioxoisoindolin-4-yl)amino)pentyl)amino)-2-oxoethyl)piperazin-1-yl)ethyl)-6-hydroxy-2-oxo-2H-chromene-3-carboxamide O=C1NC(CCC1N1C(C2=CC=CC(=C2C1=O)NCCCCCNC(CN1CCN(CC1)CCNC(=O)C=1C(OC2=CC=C(C=C2C1)O)=O)=O)=O)=O